C(C=C)C1OC(C2=CC=C(C=C12)Cl)=O 3-allyl-5-chloroisobenzofuran-1(3H)-one